S1C(=NC2=C1C=CC=C2)NC(=O)C=2C=CC=C1CCN(CC21)C2=CC=C(C(=N2)C(=O)OC(C)(C)C)C=2C(=C(OCCC[C@@H]1CN(CC1)CC(=O)O)C=CC2)C (S)-2-(3-(3-(3-(6-(8-(benzo[d]thiazol-2-ylcarbamoyl)-3,4-dihydroisoquinolin-2(1H)-yl)-2-(tert-butoxycarbonyl)pyridin-3-yl)-2-methylphenoxy)propyl)pyrrolidin-1-yl)acetic acid